C(C)N1C=C(C(C=C1)=O)S(=O)(=O)N1CCC2(C[C@H](CO2)NC[C@@H](COC=2C=C(C=CC2)S(=O)(=O)N)O)CC1 3-((S)-3-((R)-8-(1-ethyl-4-oxo-1,4-dihydropyridin-3-ylsulfonyl)-1-oxa-8-azaspiro[4.5]decan-3-ylamino)-2-hydroxypropoxy)benzenesulfonamide